(E)-benzoyl-5'-O-(tert-butyldimethylsilyl)-3'-O-(methylthiomethyl)-2'-deoxycytidine C(C1=CC=CC=C1)(=O)[C@@]1(C[C@H](OCSC)[C@@H](CO[Si](C)(C)C(C)(C)C)O1)N1C(=O)N=C(N)C=C1